CCCCCCC#CC(=O)OC METHYLOCTYNE CARBONATE